CN(CCN(CCN(C)C)C)C N,N-Bis-(N,N-dimethyl-2-aminoethyl)-methylamin